C(C=C)(=O)N1[C@@H](C[C@H](CC1)N1C=NC=2C(=NC=3C(=C(C(=CC3C21)Cl)C2=CN=CC1=CC=CC=C21)F)N2CC(C2)N(C)C)CC#N 2-((2S,4S)-1-acryloyl-4-(8-chloro-4-(3-(dimethylamino)azetidin-1-yl)-6-fluoro-7-(isoquinolin-4-yl)-1H-imidazo[4,5-c]quinolin-1-yl)piperidin-2-yl)acetonitrile